4-(2-(4-chlorobenzofuran-7-yl)-2-methylbenzo[d][1,3]dioxolane-4-yl)piperidine hydrochloride Cl.ClC1=CC=C(C2=C1C=CO2)C2(OC1=C(O2)C=CC=C1C1CCNCC1)C